2'-((3-(2-hydroxyethoxy)-1H-pyrazol-4-yl)amino)spiro[cyclopropane-1,5'-pyrrolo[2,3-d]pyrimidin]-6'(7'H)-one OCCOC1=NNC=C1NC=1N=CC2=C(N1)NC(C21CC1)=O